6-(4-chlorophenyl)anthra[2,1-d]benzo[f][1,3]oxazepine ClC1=CC=C(C=C1)C=1OC2=C(C3=C(N1)C=CC1=CC4=CC=CC=C4C=C13)C=CC=C2